4-propyl-N-4-pyridinylbenzamide C(CC)C1=CC=C(C(=O)NC2=CC=NC=C2)C=C1